5,6-difluoro-1-methyl-1H-indazole-3-carboxylic acid FC=1C=C2C(=NN(C2=CC1F)C)C(=O)O